ClC=1C=CC2=C(NC(=N2)C2=CC(=NN2)NC(C2=CC=C(C=C2)NC2CCN(CC2)C)=O)C1 N-(5-(6-chloro-1H-benzo[d]imidazol-2-yl)-1H-pyrazol-3-yl)-4-((1-methylpiperidin-4-yl)amino)benzamide